Tert-butyl (tert-butoxycarbonyl)(7-chloro-6-((3R,4R)-4-(4-hydroxy-3-methyltetrahydrofuran-3-yl)piperazin-1-yl)isoquinolin-3-yl)carbamate C(C)(C)(C)OC(=O)N(C(OC(C)(C)C)=O)C=1N=CC2=CC(=C(C=C2C1)N1CCN(CC1)[C@@]1(COC[C@@H]1O)C)Cl